CC1(OCOC)[C@H](O)[C@@H](O)[C@H](O)[C@H](O1)C(=O)[O-] methoxymethyl methyl-glucopyranosiduronate